FC(C)(F)C=1C=C(C=CC1)NC(=O)C=1C(=NN(C1CC)C1=CC(=C(C=C1)OC(F)F)C1=NC=CC=C1)C N-[3-(1,1-difluoroethyl)phenyl]-1-[4-(difluoromethoxy)-3-(2-pyridyl)phenyl]-5-ethyl-3-methyl-pyrazole-4-carboxamide